OCCC(=O)S(=O)(=O)O 3-hydroxypropionyl-sulfonic acid